3-(4-Bromophenyl)-6-(2,2-dimethoxyethyl)-3,6-diazabicyclo[3.1.1]heptane BrC1=CC=C(C=C1)N1CC2N(C(C1)C2)CC(OC)OC